N(N)C1=C2C=CN=CC2=CC=C1 5-hydrazinylisoquinoline